6-(difluoromethyl)-8-[(1r,2r)-2-hydroxy-2-methylcyclopentyl]-2-(4-piperidylamino)pyrido[2,3-d]pyrimidin-7-one FC(C1=CC2=C(N=C(N=C2)NC2CCNCC2)N(C1=O)[C@H]1[C@](CCC1)(C)O)F